5-Amino-N-(3-((tert-butyldiphenylsilyl)oxy)propyl)-2-(4-methylpiperazin-1-yl)benzenesulfonamide NC=1C=CC(=C(C1)S(=O)(=O)NCCCO[Si](C1=CC=CC=C1)(C1=CC=CC=C1)C(C)(C)C)N1CCN(CC1)C